BrC=1C(=C(SC1Br)C(=S)NC1(CC1)C(=O)O)F 1-{[(4,5-dibromo-3-fluoro-2-thienyl)thiocarbonyl]amino}cyclopropanecarboxylic acid